1-[(1S,4aR,5R,8aS)-5-[(1S)-2,2-difluoro-1-hydroxy-ethyl]-1-methyl-3,4,4a,5,6,7,8,8a-octahydro-1H-isoquinolin-2-yl]-2-(2-acetyl-3,5-dichloro-4-pyridyl)ethanone FC([C@@H](O)[C@H]1[C@@H]2CCN([C@H]([C@H]2CCC1)C)C(CC1=C(C(=NC=C1Cl)C(C)=O)Cl)=O)F